NC1=C(N=CC(=N1)N1CCC2(CC1)[C@@H](C=1C(=NC(=CC1)Cl)C2)N)SC2=C(C(=NC=C2)N)Cl (S)-1'-(6-amino-5-((2-amino-3-chloropyridin-4-yl)thio)pyrazin-2-yl)-2-chloro-5,7-dihydrospiro[cyclopenta[b]pyridine-6,4'-piperidin]-5-amine